tert-Butyl (R)-4-(2-(((benzyloxy)carbonyl)amino)-1-hydroxypropan-2-yl)piperidine-1-carboxylate C(C1=CC=CC=C1)OC(=O)N[C@](CO)(C)C1CCN(CC1)C(=O)OC(C)(C)C